FC(C(=O)O)(F)F.NC=1N=CC(=NC1C=1C=NSC1)C=1C=C(C=CC1C)C(CO)(C(F)(F)F)O 2-(3-(5-Amino-6-(isothiazol-4-yl)pyrazin-2-yl)-4-methylphenyl)-3,3,3-trifluoropropane-1,2-diol, trifluoroacetate salt